ClC1=C(C=C(C=C1)NC(=O)NC1=C(C=C(C=C1)OC1=CC=NC2=CC(=C3C(=C12)OCCO3)OC)F)C(F)(F)F 1-(4-chloro-3-(trifluoromethyl)phenyl)-3-(2-fluoro-4-((5-methoxy-2,3-dihydro-[1,4]dioxino[2,3-f]quinolin-10-yl)oxy)phenyl)urea